ethyl (2R,3R,4R)-2-(4-hydroxy-3,5-dimethoxyphenyl)-5-oxo-phenylpyrrolidine-3-carboxylate OC1=C(C=C(C=C1OC)C=1C(=CC(CC1)=O)N1C[C@@H](CC1)C(=O)OCC)OC